methyl 4-dichloromethoxy-3-hydroxybenzoate ClC(OC1=C(C=C(C(=O)OC)C=C1)O)Cl